C(C)(C)(C)OC(=O)N1CC2(C1)[C@H]([C@@H](C2)[C@H]2N1C(C3=CC=CC=C23)=CN=C1)O |&1:11| tert-Butyl-(SR,6S)-5-hydroxy-6-((R)-5H-imidazo[5,1-a]isoindol-5-yl)-2-azaspiro[3.3]heptan-2-carboxylat